L-2-nitrobenzene [N+](=O)([O-])C1=CC=CC=C1